[O-]S(=O)(=O)C(F)(F)F.C1(=CC=CC=C1)C(=C[S+]1CCCC1)C1=CC=C(C=C1)C 1-(2-phenyl-2-(4-methylphenyl)vinyl)tetrahydro-1H-thiophen-1-ium triflate